1-bromo-2-propanol BrCC(C)O